O=[Sb](=O)O[Sb](=O)=O diantimony pentaoxide